OC[C@]1(CN2C(O1)=C(C=N2)[S@@](=O)(NC(C2=CC=CC=C2)(C2=CC=CC=C2)C2=CC=CC=C2)=NC(NC2=C1CCC1=CC=1CCC21)=O)C (S,2R)-2-(hydroxymethyl)-2-methyl-N'-(tricyclo[6.2.0.03,6]deca-1,3(6),7-trien-2-ylcarbamoyl)-N-trityl-2,3-dihydropyrazolo[5,1-b]oxazole-7-sulfonimidamide